C1(CCC1)CN[C@H]1CN(CCC1)C1=CC=C(N=N1)C(C)NC(=O)C=1N=C2N(C(C1)=O)C=CC=C2 N-[1-[6-[(3R)-3-(cyclobutylmethylamino)-1-piperidyl]pyridazin-3-yl]ethyl]-4-oxo-pyrido[1,2-a]pyrimidine-2-carboxamide